BrC1=C2C=CNC2=C(C=C1)OC(F)F 4-bromo-7-(difluoromethoxy)-1H-indole